tert-butyl [(1R)-1-{3-[2-cyclopropyl-1,1-difluoro-2-hydroxypropyl]-2-fluorophenyl}ethyl]carbamate C1(CC1)C(C(F)(F)C=1C(=C(C=CC1)[C@@H](C)NC(OC(C)(C)C)=O)F)(C)O